CS(=O)(=O)C1=C(C(=O)Cl)C=CC(=C1)C(F)(F)F methylsulfonyl-4-(trifluoromethyl)benzoyl chloride